L-3-carboxyl-2-hydroxyl-N,N,N-trimethyl-propylammonium chloride [Cl-].C(=O)(O)CC(C[N+](C)(C)C)O